The molecule is a myo-inositol bisphosphate. It has a role as a mouse metabolite. It derives from a myo-inositol. It is a conjugate acid of a 1D-myo-inositol 1,4-bisphosphate(4-). [C@H]1([C@H](C([C@H]([C@H](C1OP(=O)(O)O)O)O)OP(=O)(O)O)O)O